(E)-2-(2-chloropent-3-en-1-yl)cyclopentan-1-one Neodymium fluoride [F-].[Nd+3].ClC(CC1C(CCC1)=O)\C=C\C.[F-].[F-]